tert-butyl (E)-(2-(2-bromovinyl)benzo[d]thiazol-6-yl)carbamate Br/C=C/C=1SC2=C(N1)C=CC(=C2)NC(OC(C)(C)C)=O